C(C)OC1=C(C=CC=C1)NC(=O)C(=O)N N-(2-ethoxyphenyl)oxamide